2-morpholinyl-6-nitrobenzo[d]oxazol-5-ol N1(CCOCC1)C=1OC2=C(N1)C=C(C(=C2)[N+](=O)[O-])O